4-Iodobenzyl phenyl ketone C1(=CC=CC=C1)C(=O)CC1=CC=C(C=C1)I